NC1=CC=C(C(=C1C1=CC(N2[C@@H](C[C@@H](C2C1)C)C(=O)OC)=O)F)Cl methyl (1S,3S)-7-(6-amino-3-chloro-2-fluorophenyl)-1-methyl-5-oxo-1,2,3,5,8,8a-hexahydroindolizine-3-carboxylate